2-(3-chloronaphthalen-1-yl)-4,4,5,5-tetramethyl-1,3,2-dioxaborolane ClC=1C=C(C2=CC=CC=C2C1)B1OC(C(O1)(C)C)(C)C